[N+](=O)([O-])OCC(CCl)O[N+](=O)[O-] 3-chloro-1,2-propanediol dinitrate